CC1=CC=NNC1=O 5-methyl-6-oxopyridazin